2-(3-isopropyl-4-hydroxyphenyl)-4-(2-ethoxyethyl)-6-methyl-1,3,5-triazine-1-oxide C(C)(C)C=1C=C(C=CC1O)C1=[N+](C(=NC(=N1)CCOCC)C)[O-]